7-chloro-1-(1H-pyrazol-4-yl)quinazolin-2,4(1H,3H)-dione ClC1=CC=C2C(NC(N(C2=C1)C=1C=NNC1)=O)=O